N1=C(C=CC=C1)OC(=O)C=1SC=CC1 pyridin-2-yl-thiophene-2-carboxylate